(R)-N-(2,2,2-trifluoro-1-(p-tolyl)ethyl)imidazo[1,2-a]pyrazine-2-sulfonamide FC([C@@H](C1=CC=C(C=C1)C)NS(=O)(=O)C=1N=C2N(C=CN=C2)C1)(F)F